1-(4-morpholinylphenyl)-1-phenylethene N1(CCOCC1)C1=CC=C(C=C1)C(=C)C1=CC=CC=C1